O1COC=2C=CC3=C(N=C(S3)N3C(N[C@@H]4CN(CC[C@@H]43)C)=O)C21 |r| rac-(3ar,7as)-1-(2H-[1,3]dioxolo[4,5-e][1,3]benzothiazol-7-yl)-5-methyl-octahydro-2H-imidazo[4,5-c]pyridin-2-one